2-(1-((tert-butyldimethylsilyl)oxy)vinyl)-3-chloropyridine [Si](C)(C)(C(C)(C)C)OC(=C)C1=NC=CC=C1Cl